N-(4,4-difluorocyclohexyl)-5-((1R,2R)-2-(tetrahydro-2H-pyran-4-ylamino)-cyclopropyl)thiophene-3-carboxamide FC1(CCC(CC1)NC(=O)C1=CSC(=C1)[C@H]1[C@@H](C1)NC1CCOCC1)F